6,7-dihydro-5H-cyclopenta[d]pyrimidine-2,4-diol N1=C(N=C(C2=C1CCC2)O)O